ClC1=C(O[C@H]2O[C@@H]([C@H]([C@@H]([C@@H]2O)O)O)CO)C=CC(=C1)N1C=CC=2C1=NC=C(C2)Cl (2R,3S,4S,5S,6R)-2-(2-chloro-4-(5-chloro-1H-pyrrolo[2,3-b]pyridin-1-yl)phenoxy)-6-(hydroxymethyl)tetrahydro-2H-pyran-3,4,5-triol